O[C@@H](C\C=C/CCC(=O)OC)\C=C\C#C methyl (S,4Z,8E)-7-hydroxyundec-4,8-dien-10-ynoate